N-((1R,4R)-4-((4-((5-cyclopropyl-1H-pyrazol-3-yl)amino)pyrimidin-2-yl)(methyl)amino)cyclohexyl)-6,7-difluoro-3,4-dihydroisoquinoline-2(1H)-carboxamide C1(CC1)C1=CC(=NN1)NC1=NC(=NC=C1)N(C1CCC(CC1)NC(=O)N1CC2=CC(=C(C=C2CC1)F)F)C